CC(CC)NC(COC1=C(C=C(C=C1)C=O)OC)=O N-(BUTAN-2-YL)-2-(4-FORMYL-2-METHOXYPHENOXY)ACETAMIDE